(1R)-calcium γ-hydroxybutyrate OCCCC(=O)[O-].[Ca+2].OCCCC(=O)[O-]